5-((4-(3-(6,7-dimethoxy-3,4-dihydroisoquinolin-2(1H)-yl)-3-oxoprop-1-en-1-yl)-2-methoxyphenoxy)methyl)-N-hydroxyfuran-2-carboxamide COC=1C=C2CCN(CC2=CC1OC)C(C=CC1=CC(=C(OCC2=CC=C(O2)C(=O)NO)C=C1)OC)=O